S(=O)(=O)(OCC(F)F)OCCC(F)(F)F (2,2-difluoroethyl) (3,3,3-trifluoropropyl) sulfate